ClCC1CN(C2=CC(=C3C(=C12)C=C(N3)C(=O)N3CCC1=CC=C(C=C31)OCCN3CCOCC3)O)C(=O)C=3NC1=C(C(=C(C=C1C3)OC)OC)OC (8-(chloromethyl)-4-hydroxy-6-(5,6,7-trimethoxy-1H-indole-2-carbonyl)-3,6,7,8-tetrahydropyrrolo[3,2-e]indol-2-yl)(6-(2-morpholinoethoxy)indolin-1-yl)methanone